1H-Pyrrolo[3,2-c]pyridine-2-carboxylic acid 4-(3,8-diaza-bicyclo[3.2.1]octane-3-sulfonyl)-benzylamide C12CN(CC(CC1)N2)S(=O)(=O)C2=CC=C(CNC(=O)C1=CC=3C=NC=CC3N1)C=C2